ClC1=NC(=CC(=C1)N1C2=CC=CC=C2C=2C=CC=CC12)Cl 9-(2,6-dichloropyridin-4-yl)-9H-carbazole